N-((R,E)-4-(methylsulfonyl)but-3-en-2-yl)-4-(trifluoromethyl)pyrimidine-2-carboxamide CS(=O)(=O)/C=C/[C@@H](C)NC(=O)C1=NC=CC(=N1)C(F)(F)F